C1CCC2=C(C1)C=CC(=C2)NC3=CC=CC=C3 N-phenyl-5,6,7,8-tetrahydronaphthalen-2-amine